2-[6-(5-chloro-2-{[(oxolan-2-yl)methyl]amino}-pyrimidin-4-yl)-1-oxo-2,3-dihydro-1H-isoindol-2-yl]-N-[(1S)-2-hydroxy-1-(3-methoxyphenyl)ethyl]-acetamide ClC=1C(=NC(=NC1)NCC1OCCC1)C1=CC=C2CN(C(C2=C1)=O)CC(=O)N[C@H](CO)C1=CC(=CC=C1)OC